OCC(CCO)S(=O)(=O)[O-].[Na+] sodium 1,4-dihydroxybutane-2-sulfonate